ClC1=NC(=C2N=CN(C2=N1)[C@@H]1SC[C@H]([C@H]1O)O)N[C@@H]1CCC=2C(=CC=CC12)C(=O)O (R)-1-((2-chloro-9-((2R,3R,4S)-3,4-dihydroxytetrahydrothiophen-2-yl)-9H-purin-6-yl)amino)-2,3-dihydro-1H-indene-4-carboxylic acid